2-fluoro-4-(5-(((1R,2R,3S,5S)-2-fluoro-8-azabicyclo[3.2.1]octan-3-yl)(methyl)amino)pyrazin-2-yl)-5-hydroxy-N-methylbenzamide FC1=C(C(=O)NC)C=C(C(=C1)C1=NC=C(N=C1)N(C)[C@@H]1[C@@H]([C@H]2CC[C@@H](C1)N2)F)O